1-(2-((5-chloro-2,4-dimethylphenyl)sulfinyl)phenyl)piperazine ClC=1C(=CC(=C(C1)S(=O)C1=C(C=CC=C1)N1CCNCC1)C)C